CC1=C(C(=O)C2=C(C=CC=C2)C)C=CC(=C1)NC 2,2'-dimethyl-4-methylaminobenzophenone